2'-((2,2'-dichloro-[1,1'-biphenyl]-3,3'-diyl)bis(3-oxo-2,3-dihydro-4H-benzo[b][1,4]oxazine-7,4-diyl))diacetaldehyde ClC1=C(C=CC=C1C=1C=CC2=C(OCC(N2CC=O)=O)C1)C1=C(C(=CC=C1)C=1C=CC2=C(OCC(N2CC=O)=O)C1)Cl